C(C)N1C(N(N=C1CO)C1=C(C=C2C(C(CN(C2=C1)C(C)C)C1=C(C=CC=C1)C)(C)O)F)=O rac-4-ethyl-2-(6-fluoro-4-hydroxy-1-isopropyl-4-methyl-3-(o-tolyl)-1,2,3,4-tetrahydroquinolin-7-yl)-5-(hydroxymethyl)-2,4-dihydro-3H-1,2,4-triazol-3-one